(S)-2-(2-((1-((1,1-dimethylpiperidin-1-ium-4-yl)oxy)-3-(1H-indol-3-yl)-1-oxopropan-2-yl)carbamoyl)-2,3-dihydro-1H-inden-2-yl)acetate C[N+]1(CCC(CC1)OC([C@H](CC1=CNC2=CC=CC=C12)NC(=O)C1(CC2=CC=CC=C2C1)CC(=O)[O-])=O)C